C1(CC1)C1=NC=NC(=C1C=1N=CC2=C(N1)N(C(C=C2)=O)CC2=CC=C(C=C2)C=2N(C=C(N2)C(F)(F)F)C)OC(F)F 2-(4-cyclopropyl-6-(difluoromethoxy)pyrimidin-5-yl)-8-(4-(1-methyl-4-(trifluoromethyl)-1H-imidazol-2-yl)benzyl)pyrido[2,3-d]pyrimidin-7(8H)-one